[Cl-].C(CCCCCCCCCCC)[NH2+]CC=C(C)C dodecyl-dimethylallyl-ammonium chloride